ONC(=O)C=1C=NC(=NC1)N(C)CC1=CC=2N=C(N=C(C2S1)N1CCOCC1)C1=CC=C(C=C1)OC N-hydroxy-2-(((2-(4-methoxyphenyl)-4-morpholinothieno[3,2-d]pyrimidin-6-yl)methyl)(methyl)amino)pyrimidine-5-carboxamide